2-(trimethylsilyl)ethyl (R)-but-3-yn-2-ylcarbamate C[C@H](C#C)NC(OCC[Si](C)(C)C)=O